CC1=C(C=C(C(=O)OC)C=C1)C(/C=C(/C=O)\C)(CC=C(C)C)C methyl (e)-4-methyl-3-(2,4,7-trimethyl-1-oxoocta-2,6-dien-4-yl)benzoate